C(C)(=O)O[C@@H]1[C@H](O[C@@H]([C@H]([C@@H]1OC(C)=O)OC(C)=O)COC(C)=O)OCCN(C([C@H](CCC(=O)N(CCO[C@@H]1[C@@H](OC(C)=O)[C@@H](OC(C)=O)[C@H](OC(C)=O)[C@H](O1)COC(C)=O)CCO[C@@H]1[C@@H](OC(C)=O)[C@@H](OC(C)=O)[C@H](OC(C)=O)[C@H](O1)COC(C)=O)NC(CCCCC(=O)OCC1=CC=CC=C1)=O)=O)CCO[C@@H]1[C@@H](OC(C)=O)[C@@H](OC(C)=O)[C@H](OC(C)=O)[C@H](O1)COC(C)=O benzyl (S)-6-{[1,5-bis(bis{2-[(2,3,4,6-tetra-O-acetyl-α-D-mannopyranosyl)oxy]ethyl}amino)-1,5-dioxopentan-2-yl]amino}-6-oxohexanoate